OCCOCCOCCOCCOCCNC(=O)C=1C=C2C=3C(N(C2=CC1)C1=CC=C(C=C1)C(F)(F)F)=NN(C3)C N-(14-hydroxy-3,6,9,12-tetraoxatetradecan-1-yl)-2-methyl-8-[4-(trifluoromethyl)phenyl]-2H,8H-pyrazolo[3,4-b]indole-5-carboxamide